3-isopropoxy-4-((pyrrolidin-1-ylsulfonyl)carbamoyl)-5-(trifluoromethyl)benzoic acid C(C)(C)OC=1C=C(C(=O)O)C=C(C1C(NS(=O)(=O)N1CCCC1)=O)C(F)(F)F